(S)-2-carboxypyrrolidin-1-ium nicotinate C(C1=CN=CC=C1)(=O)[O-].C(=O)(O)[C@H]1[NH2+]CCC1